ClC=1C(=C(C=CC1)[NH+]1CCC(CC1)CCN1N=C(C2=C1CCC2)C(=O)N2CCC(CC2)O)C [1-[2-[1-(3-chloro-2-methyl-phenyl)piperidin-1-ium-4-yl]ethyl]-5,6-dihydro-4H-cyclopenta[c]pyrazol-3-yl]-(4-hydroxy-1-piperidyl)methanone